(E)-2,4-dimethoxy-6-(4-(2-oxo-2-(piperidin-1-yl)ethoxy)styryl)-N-(4-(trifluoromethyl)phenyl)benzamide COC1=C(C(=O)NC2=CC=C(C=C2)C(F)(F)F)C(=CC(=C1)OC)\C=C\C1=CC=C(C=C1)OCC(N1CCCCC1)=O